1-N,N,N-trimethyl-2-oxoethan-1-aminium bromide salt [Br-].C[N+](CC=O)(C)C